COC(C=1C=C(C=C(C1)C(F)(F)F)NC(=O)C1=CSC=2CN(CCC21)C(=O)C2=CN=C1N2C=CC=C1)OC N-(3-(dimethoxymethyl)-5-(trifluoromethyl)phenyl)-6-(imidazo[1,2-a]pyridine-3-carbonyl)-4,5,6,7-tetrahydrothieno[2,3-c]pyridine-3-carboxamide